(R)-N-(1-(3-amino-5-(trifluoromethyl)phenyl)ethyl)-2-methyl-6-(pyridin-2-yl)-7-(pyrrolidin-1-yl)pyrido[2,3-d]pyrimidin-4-amine NC=1C=C(C=C(C1)C(F)(F)F)[C@@H](C)NC=1C2=C(N=C(N1)C)N=C(C(=C2)C2=NC=CC=C2)N2CCCC2